N1(CCOCC1)C(=O)C1=CC=C(C=C1)N1N=NC(=C1)C=1C(NC2=CC=CN=C2C1)=O 3-{1-[4-(morpholine-4-carbonyl)-phenyl]-1H-[1,2,3]triazol-4-yl}-1H-[1,5]naphthyridin-2-one